ClCCC[Si](OCCCC)(OCCCC)C chloropropyl-methyl-dibutoxysilane